COC=1C=C(C=CC1OC)[C@@H](C(OCC)OCC)N (S)-1-(3,4-dimethoxyphenyl)-2,2-diethoxyethan-1-amine